COC(C1=CC(=NC=C1Br)Cl)=O.CN(C(C1=CC(=CC(=C1)C(F)(F)F)C(F)(F)F)=O)C(C(CS(=O)(=O)C)=O)C N-methyl-N-(1-methyl-3-methylsulfonyl-2-oxo-propyl)-3,5-bis(trifluoromethyl)benzamide methyl-5-bromo-2-chloroisonicotinate